OCC[C@@H](CCC)[C@H]1N(C(OC1)(C)C)C(=O)OC(C)(C)C tert-butyl (4R)-4-[(1R)-1-(2-hydroxyethyl)butyl]-2,2-dimethyl-oxazolidine-3-carboxylate